[Si](C)(C)(C(C)(C)C)O[SiH3] silyl (TBDMS) ether